CN1CCC(CC1)NC1=CC=CC2=C1SC(=C2CC(F)(F)F)C#CCNC=2C=CC=C1C=CNC21 N-(3-(7-((1-methylpiperidin-4-yl)amino)-3-(2,2,2-trifluoroethyl)benzo[b]thiophen-2-yl)prop-2-yn-1-yl)-1H-indol-7-amine